ClC=1C=C(C=CC1F)C=1C=CC=2N(N1)C(=CN2)C=2C=C(C=CC2)NC(C)=O N-[3-[6-(3-chloro-4-fluoro-phenyl)imidazo[1,2-b]pyridazin-3-yl]phenyl]acetamide